Acetic acid 9-acetylcarbamoyl-4-dimethylamino-8,10,11-trihydroxy-12-oxo-5,5a,6,12-tetrahydro-naphthacen-1-yl ester C(C)(=O)NC(=O)C1=C(C=C2CC3CC=4C(=CC=C(C4C(C3=C(C2=C1O)O)=O)OC(C)=O)N(C)C)O